2-((methylamino)methyl)-1-(4-methoxyphenyl)cyclohexane-1-ol CNCC1C(CCCC1)(O)C1=CC=C(C=C1)OC